F[C@H]1[C@@H]2CC[C@H](C[C@H]1NC1=CN=C(N=N1)SC)N2C(=O)OC(C)(C)C |r| racemic-tert-butyl (1S,2R,3R,5R)-2-fluoro-3-((3-(methylthio)-1,2,4-triazin-6-yl)amino)-8-azabicyclo(3.2.1)octane-8-carboxylate